(phenyl)(dimethylfluorenyl)amine C1(=CC=CC=C1)NC1=C(C(=CC=2C3=CC=CC=C3CC12)C)C